CC=1C(=NC=CC1)C1=CC(OC2=CC(=CC=C12)OCCC)=O 4-(3-methylpyridin-2-yl)-7-propoxy-2H-chromen-2-one